COC=1C=C2C(=CNC2=CC1)CCN(C(C)C)C 5-methoxy-N-methyl-N-(1-methylethyl)-1H-indole-3-ethanamine